FC(C1=NC=CC(=C1)NC(N)=O)(F)F 3-(2-(trifluoromethyl)pyridin-4-yl)urea